ClC(C1=NC(=NO1)C1=CC=C(C=C1)C(CNC1=C(C=C(C=C1)F)F)=O)(F)F 1-(4-(5-(chlorodifluoromethyl)-1,2,4-oxadiazol-3-yl)phenyl)-2-((2,4-difluorophenyl)amino)ethan-1-one